C(#N)C1=CC2=C(N(C([C@H]([C@@H]3[C@H]2C3)NC(=O)C3=NC=C(C(=N3)C3=CC=CC=C3)C)=O)C)N=C1 N-((1aS,2S,8bR)-7-cyano-4-methyl-3-oxo-1,1a,2,3,4,8b-hexahydrocyclopropa[d]-pyrido[2,3-b]azepin-2-yl)-5-methyl-4-phenylpyrimidine-2-carboxamide